FC(OC=1C=C(C=CC1)C=1N=C(SC1)N)(F)F 4-(3-(trifluoromethoxy)phenyl)thiazol-2-amine